sodium hexadecyl-sulfonate C(CCCCCCCCCCCCCCC)S(=O)(=O)[O-].[Na+]